C(CC(C)C)OC(CCCC)=O valeric acid isoamyl ester